3-bromo-6-((3-(cyclopropylmethoxy)pyridin-2-yl)methyl)-7,8-dihydro-1,6-naphthyridin-5(6H)-one BrC=1C=NC=2CCN(C(C2C1)=O)CC1=NC=CC=C1OCC1CC1